N-(4-(3-isopropyl-2-(8-methoxy-[1,2,4]triazolo[1,5-a]pyridin-6-yl)-1H-indol-5-yl)-1-methylcyclohexyl)-2-methylpropan-2-sulfinamide C(C)(C)C1=C(NC2=CC=C(C=C12)C1CCC(CC1)(C)NS(=O)C(C)(C)C)C=1C=C(C=2N(C1)N=CN2)OC